C(C)(=O)OCOC=1C(=NC=CC1OC)C(=O)N[C@@H](C)C(=O)O N-{[3-(acetoxymethoxy)-4-methoxypyridin-2-yl]carbonyl}-L-alanine